2'-biphenyl-propionic acid C1(=CC=CC=C1)C=1C(=CC=CC1)CCC(=O)O